N-Methyl-L-isoleucine CN[C@@H]([C@@H](C)CC)C(=O)O